CC(C(=O)O)(C)C1=CC=2CCCCC2C=C1 2-methyl-2-(5,6,7,8-tetrahydronaphthalen-2-yl)propanoic acid